4,6-bis[3-(2,8-diphenyl-dibenzothiophen-4-yl)phenyl]pyrimidine C1(=CC=CC=C1)C1=CC2=C(SC3=C2C=C(C=C3)C3=CC=CC=C3)C(=C1)C=1C=C(C=CC1)C1=NC=NC(=C1)C1=CC(=CC=C1)C1=CC(=CC3=C1SC1=C3C=C(C=C1)C1=CC=CC=C1)C1=CC=CC=C1